O=C1N(CC2=CC(=CC=C12)C(=O)N1CC2=CC=CC=C2CC1)C1C(NC(CC1)=O)=O 3-(1-oxo-5-(1,2,3,4-tetrahydroisoquinoline-2-carbonyl)isoindolin-2-yl)piperidine-2,6-dione